5H-thiophen-2-ylidene-(2-methylphenyl)acetonitrile S1C(C=CC1)=C(C#N)C1=C(C=CC=C1)C